FC1=CC(=NC=C1)N1C(C(=CC=C1)NC=1C=C(C=2N(N1)C(=CN2)C(=O)N[C@H]2[C@H](C2)F)NC([2H])([2H])[2H])=C=O 6-((4'-fluoro-2-carbonyl-2H-[1,2'-bipyridin]-3-yl)amino)-N-((1r,2s)-2-fluorocyclopropyl)-8-((methyl-d3)amino)imidazo[1,2-b]pyridazine-3-carboxamide